5-(4-carboxybenzyloxy)isophthalic acid C(=O)(O)C1=CC=C(COC=2C=C(C=C(C(=O)O)C2)C(=O)O)C=C1